C1(CC1)N1C=NC2=C1C=C(C(=C2F)C#CC2=NN(C(=C2C(=O)N)NC)C2CN(C2)C(C=C)=O)F 3-[2-(1-cyclopropyl-4,6-difluoro-1,3-benzodiazol-5-yl)ethynyl]-5-(methylamino)-1-[1-(prop-2-enoyl)azetidin-3-yl]pyrazole-4-carboxamide